FC1=C(C=CC=C1)C=1N(C=CC1C=O)S(=O)(=O)C=1C=NC=CC1 (2-fluorophenyl)-1-(pyridine-3-yl-sulfonyl)-1H-pyrrole-3-formaldehyde